4-((2-methylpyridin-4-yl)((4-oxochroman-7-yl)oxy)methyl)benzonitrile CC1=NC=CC(=C1)C(C1=CC=C(C#N)C=C1)OC1=CC=C2C(CCOC2=C1)=O